CC(C)OC(=O)NC1=CC=CC=C1 The molecule is a carbamate ester that is the isopropyl ester of phenylcarbamic acid. It is a selective herbicide used for the control of annual grasses and some broad-leaf weeds and is also a growth regulator for control of sprouting in stored potatoes. It has a role as a herbicide and a plant growth retardant. It is a carbamate ester and a member of benzenes.